FC1=C(C=CC=C1)C(C(=O)O)=CC1=CC=C(C=C1)F fluorophenyl-(p-fluorocinnamic acid)